C(CC\C=C\CCC)(=O)O trans-γ-octenoic acid